BrC(C#N)(CCC#N)CBr 2-bromo-2-(bromomethyl)pentanedinitril